3-(5-(((3S,4S)-4-amino-1-phenylpyrrolidin-3-yl)oxy)-1-oxoisoindolin-2-yl)piperidine-2,6-dione N[C@@H]1[C@H](CN(C1)C1=CC=CC=C1)OC=1C=C2CN(C(C2=CC1)=O)C1C(NC(CC1)=O)=O